3-(4,4-difluoropiperidin-1-yl)-4-(1H-imidazol-2-yl)aniline FC1(CCN(CC1)C=1C=C(N)C=CC1C=1NC=CN1)F